tert-butyl 3-[[4-(4,4,5,5-tetramethyl-1,3,2-dioxaborolan-2-yl)-2-pyridyl]oxy]azetidine-1-carboxylate CC1(OB(OC1(C)C)C1=CC(=NC=C1)OC1CN(C1)C(=O)OC(C)(C)C)C